4-{3-[1-(propan-2-yl)-1H-1,2,3-benzo-triazol-5-yl]-1,2,4-oxadiazol-5-yl}-2,3-dihydro-1H-inden-1-one CC(C)N1N=NC2=C1C=CC(=C2)C2=NOC(=N2)C2=C1CCC(C1=CC=C2)=O